OC=1C=C(C=CC1C(F)(F)F)C=1C(OC2=C(C1C)C=C(C=C2)O)C2=CC=C(C=C2)OC[C@H](C)N2C[C@@H](CC2)C 3-(3-hydroxy-4-(trifluoromethyl)phenyl)-4-methyl-2-(4-((S)-2-((R)-3-methylpyrrolidin-1-yl)propoxy)phenyl)-2H-benzopyran-6-ol